ClC=1C=C(C2=C(CC(O2)C2=CC=CC(=N2)/C(/N)=N/O)C1)Cl (Z)-6-(5,7-dichloro-2,3-dihydrobenzofuran-2-yl)-N'-hydroxypicolinimidamide